2-(3-isopropyl-1H-indol-5-yl)-5,5-dimethylmorpholine-4-carboxylic acid tert-butyl ester C(C)(C)(C)OC(=O)N1CC(OCC1(C)C)C=1C=C2C(=CNC2=CC1)C(C)C